Cl.COC(C(CCCCCCCCC)N)=O aminoundecanoic acid methyl ester hydrochloride